FC1=CC=C(C(=O)OC2=C(C(=C(C(=C2F)F)F)F)F)C=C1 pentafluorophenyl 4-fluorobenzoate